N-(4-(cis-bicyclo[3.1.0]hexan-3-yloxy)-3-fluoro-5-methylphenyl)-2-(3,3-diethylazetidin-1-yl)-5-(2-fluoroethyl)oxazole-4-carboxamide C12CC(CC2C1)OC1=C(C=C(C=C1C)NC(=O)C=1N=C(OC1CCF)N1CC(C1)(CC)CC)F